C1N(CC2=CC=CC=C12)CC=1OC=C(C(C1)=O)OCC1=CC=C(C=C1)C(=O)N1CCCCC1 2-(isoindolin-2-ylmethyl)-5-((4-(piperidine-1-carbonyl)benzyl)oxy)-4H-pyran-4-one